1,1':4',1'':4'',1'''-quaterphenyl-3,3''',5,5'''-tetracarboxylic acid C1(=CC(=CC(=C1)C(=O)O)C(=O)O)C1=CC=C(C=C1)C1=CC=C(C=C1)C1=CC(=CC(=C1)C(=O)O)C(=O)O